trans-(S)-4-((5-fluoro-4-(3-(3-hydroxypyrrolidine-1-carbonyl)phenyl)pyrimidin-2-yl)amino)cyclohexane FC=1C(=NC(=NC1)NC1CCCCC1)C1=CC(=CC=C1)C(=O)N1C[C@H](CC1)O